Pyridine hydrogen bromide salt Br.N1=CC=CC=C1